C(C)(=O)O[C@H]1[C@H](O[C@H]([C@@H]([C@H]1N1N=NC(=C1)C1=CC(=C(C(=C1)F)F)F)OC(C)=O)SC1=CC=CC=C1)COC(C)=O (2R,3R,4S,5R,6S)-2-(acetoxymethyl)-6-(phenylthio)-4-(4-(3,4,5-trifluorophenyl)-1H-1,2,3-triazol-1-yl)tetrahydro-2H-pyran-3,5-diyl diacetate